CN(C1(CN(C1)C1=NC=2C(=C(C(=CC2C2=C1N=NN2[C@@H]2C[C@H](NCC2)CC#N)C)C2=CC=C(C=C2)F)F)C)C 2-((2S,4S)-4-(4-(3-(dimethylamino)-3-methylazetidin-1-yl)-6-fluoro-7-(4-fluorophenyl)-8-methyl-1H-[1,2,3]triazolo[4,5-c]quinolin-1-yl)piperidin-2-yl)acetonitrile